4-(1-ethylindazol-5-yl)benzaldehyde C(C)N1N=CC2=CC(=CC=C12)C1=CC=C(C=O)C=C1